4-methoxy-N-(prop-2-yn-1-yl)aniline COC1=CC=C(C=C1)NCC#C